COC1CN(C1)CC1=CC=C(C=C1)C=1C=C2C(=NC1)NC=C2C=2C=NC(=CC2)OC 5-(4-((3-methoxyazetidin-1-yl)methyl)phenyl)-3-(6-methoxypyridin-3-yl)-1H-pyrrolo[2,3-b]pyridine